C(C=CCCCCCCCCC=CCO)O tetradecane-2,12-diene-1,14-diol